C(CCCCCCCC)(=O)C(C(O)(C(CCCCCCCC)=O)C(CCCCCCCC)=O)(O)CO trinonanoyl-glycerol